C(C=C)(=O)NC=1C(=CC(=C(C1)NC1=NC=C(C(=N1)N1CC(C2=NC=CC=C21)(C)C)C(=O)OC(C)C)OC(F)F)N(C)CCN(C)C isopropyl 2-((5-acrylamido-2-(difluoromethoxy)-4-((2-(dimethylamino)ethyl)(methyl)amino)phenyl)amino)-4-(3,3-dimethyl-2,3-dihydro-1H-pyrrolo[3,2-b]pyridin-1-yl)pyrimidine-5-carboxylate